CC(CCCCC(=O)N[C@@H](C)C(N[C@H](C(=O)[C@@]1(OC1)C)CC(C)C)=O)C 6-Methyl-N-[(1S)-1-{[(2S)-4-methyl-1-[(2R)-2-methyloxiran-2-yl]-1-oxopentan-2-yl]carbamoyl}ethyl]heptanamide